C(C=1C(C(=O)[O-])=CC(C(=O)[O-])=C(C(=O)OC2CCCCC2)C1)(=O)OC1CCCCC1 dicyclohexyl pyromellitate